OC12NC3CC(CC(C1)C3)C2 Hydroxy-2-azaadamantane